COC(=O)C=1C(=C(C=CC1)OCCOCCBr)C(=O)OC [2-(2-bromoethoxy)ethoxy]benzene-1,2-dicarboxylic acid dimethyl ester